CN(CCOC1=CC=C(C=C1)C1(NNC(=N1)N)N)C1CCCC1 3-(4-(2-(N-methylcyclopentylamino)ethoxy)phenyl)-1H-1,2,4-triazole-3,5-diamine